C(C1=CC=CC=C1)N(CC#CC=1C=C2CCN3C(C2=CC1)=CC(=NC3=O)OCC3OCCOC3)C 9-[3-(Benzyl-methyl-amino)-prop-1-ynyl]-2-([1,4]dioxan-2-ylmethoxy)-6,7-dihydro-pyrimido[6,1-a]isoquinolin-4-one